ClC1=CC(=NC(=N1)N1CCOCC1)NCC(C)(O)C 1-((6-chloro-2-morpholinopyrimidin-4-yl)amino)-2-methylpropan-2-ol